4-(3,5-Dimethoxyphenoxy)-7-methoxyquinoline-6-carboxamide COC=1C=C(OC2=CC=NC3=CC(=C(C=C23)C(=O)N)OC)C=C(C1)OC